(Z)-1-(2-fluoro-2-nitrovinyl)-3-methylbenzene F\C(=C/C1=CC(=CC=C1)C)\[N+](=O)[O-]